(3-chloroimidazo[1,2-b]pyridazin-6-yl)-N-(6-(4-methylpiperazin-1-yl)pyridin-3-yl)-7H-pyrrolo[2,3-d]pyrimidin-2-amine ClC1=CN=C2N1N=C(C=C2)C=2C1=C(N=C(N2)NC=2C=NC(=CC2)N2CCN(CC2)C)NC=C1